ortho-chlorobenzenemalononitrile ClC1=C(C=CC=C1)C(C#N)C#N